NC1=CC(=C2CN(C(C2=C1)=O)CC(C(=O)N)=C)C=1C=C2C(=NNC2=CC1)OC 2-{[6-amino-4-(3-methoxy-1H-indazol-5-yl)-1-oxo-2,3-dihydro-1H-isoindol-2-yl]methyl}prop-2-enamide